2,3,6-trimethoxy-4-methyl-benzonitrile COC1=C(C#N)C(=CC(=C1OC)C)OC